N1=C(C=CC=C1)SSC(CO)C 2-(2-Pyridyldithio)-1-propanol